O=S1(CCC(CC1)OCCCCCCCCCC(=O)O)=O 10-((1,1-dioxidotetrahydro-2H-thiopyran-4-yl)oxy)decanoic acid